C(C)OC(=O)C=1OC(=NN1)Br.OC1=C(C=C(C=C1)C(C)(C)CC(C)(C)C)N1N=C2C(=N1)C=CC=C2 2-(2'-hydroxy-5-t-octylphenyl)benzotriazole ethyl-5-bromo-1,3,4-oxadiazol-2-carboxylate